BrC=1C=C2C=CC(=NC2=CC1)C1CC(OCC1)(C)C 6-Bromo-2-(2,2-dimethyltetrahydro-2H-pyran-4-yl)quinoline